(3R,4R)-1-cyclohexyl-4-{[5-(2,4-difluoro-phenyl)-isoxazole-3-carbonyl]-amino}-piperidine-3-carboxylic acid (2-m-tolyl-ethyl)-amide C1(=CC(=CC=C1)CCNC(=O)[C@@H]1CN(CC[C@H]1NC(=O)C1=NOC(=C1)C1=C(C=C(C=C1)F)F)C1CCCCC1)C